(R)-epoxypropyl methyl ether COC[C@H]1CO1